FC=1C(NC(N(C1)CC(=O)NC1=CC(=CC(=C1)OC)O)=O)=O 2-(5-fluoro-2,4-dioxo-3,4-dihydropyrimidin-1(2H)-yl)-N-(3-hydroxy-5-methoxyphenyl)acetamide